CN(C(C=C)=O)[C@@H]1C[C@H](CC1)OC=1C=2N(C=C(N1)C=1C=NN(C1)C)N=CC2 N-methyl-N-((trans)-3-((6-(1-methyl-1H-pyrazol-4-yl)pyrazolo[1,5-a]pyrazin-4-yl)oxy)cyclopentyl)acrylamide